2,6-dimethyl-[1,4]dithiino[2,3-c:5,6-c']dipyrrole-1,3,5,7(2H,6H)-tetrone CN1C(C2=C(C1=O)SC=1C(N(C(C1S2)=O)C)=O)=O